BrC1=C2C(CN(C2=CC(=C1)C(=O)NC1=CC=C(C=C1)OC(F)(F)Cl)C)(C)C 4-bromo-N-(4-(chlorodifluoromethoxy)phenyl)-1,3,3-trimethylindoline-6-carboxamide